Isoquinoline-3-carboxylic acid ethyl ester trifluoroacetate salt FC(C(=O)O)(F)F.C(C)OC(=O)C=1N=CC2=CC=CC=C2C1